C(CCC=C)N1C=C(C=C1)C(C)=O 1-(1-(pent-4-en-1-yl)-1H-pyrrol-3-yl)ethan-1-one